COC=1C(=NC=NC1)NC1=NC(=NN2C1=C(C(=C2)C2=NN(C=C2)C)C)C=2N(C=CN2)C N-(5-Methoxypyrimidin-4-yl)-5-methyl-2-(1-methyl-1H-imidazol-2-yl)-6-(1-methyl-1H-pyrazol-3-yl)pyrrolo[2,1-f][1,2,4]triazin-4-amine